Ethyl 1-[(3R)-1-(tert-butoxycarbonyl)pyrrolidin-3-yl]-5-methyl-1,2,3-triazole-4-carboxylate C(C)(C)(C)OC(=O)N1C[C@@H](CC1)N1N=NC(=C1C)C(=O)OCC